7-(4-ethylpiperazin-1-yl)-2-(2-methylimidazo[1,2-a]pyridin-7-yl)-4H-pyrido[1,2-a]pyrimidin C(C)N1CCN(CC1)C=1C=CC=2N(CC=C(N2)C2=CC=3N(C=C2)C=C(N3)C)C1